6-(2-((1-cyanocyclopropyl)methyl)-5,6-dimethyl-3-oxo-2,3-dihydro-[1,2,4]triazolo[4,3-a]pyrimidin-7-yl)-5,6,7,8-tetrahydro-1,6-naphthyridine-3-carbonitrile C(#N)C1(CC1)CN1N=C2N(C(=C(C(=N2)N2CC=3C=C(C=NC3CC2)C#N)C)C)C1=O